C1(=CC=CC=C1)C(CCCCC1=NNC=N1)CC1=NNC=N1 5-phenyl-3,3'-hexamethylenebis(1H-1,2,4-triazole)